(S)-(1,3,9-trimethyl-2,8-dioxo-2,3,6,7,8,9-hexahydro-1H-imidazo[4',5':4,5]benzo[1,2-b][1,4]oxazepin-7-yl) carbamate C(N)(O[C@@H]1C(N(C2=C(OC1)C=C1C(=C2)N(C(N1C)=O)C)C)=O)=O